SC[Si](OCC)(C)C (mercaptomethyl)dimethyl-ethoxysilane